(4-fluorophenyl)methanesulfonamide FC1=CC=C(C=C1)CS(=O)(=O)N